CC(C(=O)O)CCCCCCCC(C)C 2,10-dimethylundecanoic acid